C1=CC=CC=2OCC=3C4=CC=CC=C4OC3C12 Coumestane